methacryloylethylsulfone C(C(=C)C)(=O)S(=O)(=O)CC